ClC1=C(C#N)C=C(C=C1)NC1=NC(=NN1C)C=1C=NC(=CC1)F 2-chloro-5-((3-(6-fluoropyridin-3-yl)-1-methyl-1H-1,2,4-triazol-5-yl)amino)benzonitrile